(1S,3S)-N1-(6-Methyl-1,2,4-triazin-3-yl)-N1-(3-methyl-[2,3'-bipyridin]-6'-yl)cyclopentane-1,3-diamine CC1=CN=C(N=N1)N([C@@H]1C[C@H](CC1)N)C1=CC=C(C=N1)C1=NC=CC=C1C